FC1=C(C(=CC(=C1)C1=CC=CC=2N1N=CC2C(=O)N2CCCCC2)F)NC(CC=2C=NC=CC2)=O N-(2,6-difluoro-4-(3-(piperidine-1-carbonyl)pyrazolo[1,5-a]pyridin-7-yl)phenyl)-2-(pyridin-3-yl)acetamide